C(C)(C)(C)OC(=O)N[C@H](C(=O)OC)C1=CC=CC=C1 Methyl (S)-2-((tert-butoxycarbonyl)amino)-2-phenylacetate